1-[(methanesulfonyloxy)methyl]Cyclopropane-1-carboxylic acid ethyl ester C(C)OC(=O)C1(CC1)COS(=O)(=O)C